ethyl-5,5-diphenyl-2-isoxazoline-3-carboxylic acid n-propyl ester C(CC)OC(=O)C1=NOC(C1CC)(C1=CC=CC=C1)C1=CC=CC=C1